[N+](=O)([O-])C1=CC=C(C=C1)OC(=O)N1CCNCC1 piperazine-1-carboxylic acid 4-nitrophenyl ester